C(C)(=O)NC=1C=C2C3=C(N(C2=CC1)CC(=O)N1[C@@H]2C[C@@H]2C[C@H]1C(=O)NC1=NC(=CC=C1)Br)N=CN=C3N (1R,3S,5R)-2-(2-(6-acetamido-4-amino-9H-pyrimido[4,5-b]indol-9-yl)acetyl)-N-(6-bromopyridin-2-yl)-2-azabicyclo[3.1.0]hexane-3-carboxamide